Tris[2-(3-mercaptopropionyloxy)ethyl]isocyanuric acid SCCC(=O)OCCN1C(N(C(N(C1=O)CCOC(CCS)=O)=O)CCOC(CCS)=O)=O